5-[(8aR)-hexahydro-1H-pyrrolo[1,2-a]pyrazin-2-yl]-N-[8-fluoro-2-methylimidazo[1,2-a]pyridin-6-yl]cinnoline-8-carboxamide C1[C@@H]2N(CCN1C1=C3C=CN=NC3=C(C=C1)C(=O)NC=1C=C(C=3N(C1)C=C(N3)C)F)CCC2